FC=1C=CC=2N(C(C(=C(N2)C(F)(F)F)C=2C=NC(=NC2)OCC(F)(F)F)=O)C1 7-fluoro-3-[2-(2,2,2-trifluoroethoxy)pyrimidin-5-yl]-2-(trifluoromethyl)-4H-pyrido[1,2-a]pyrimidin-4-one